di-n-propyldimethoxysilane C(CC)[Si](OC)(OC)CCC